6-(3-isopropyl-2-(1H-pyrazolo[3,4-b]pyridin-4-yl)-1H-indol-5-yl)quinoline C(C)(C)C1=C(NC2=CC=C(C=C12)C=1C=C2C=CC=NC2=CC1)C1=C2C(=NC=C1)NN=C2